9-hexyl-7-(4-hexylthiophene-2-yl)-N,N-diphenyl-9H-carbazole-2-amine C(CCCCC)N1C2=CC(=CC=C2C=2C=CC(=CC12)N(C1=CC=CC=C1)C1=CC=CC=C1)C=1SC=C(C1)CCCCCC